F[C@H]1CN(C[C@@H]1NC1=NC(=CC=C1)C1=CN=C2N1N=C(C(=C2)OC)C=2C=NN(C2)C2OCCCC2)C(=O)OC(C)(C)C (3S,4S)-tert-butyl 3-fluoro-4-((6-(7-methoxy-6-(1-(tetrahydro-2H-pyran-2-yl)-1H-pyrazol-4-yl)imidazo[1,2-b]pyridazin-3-yl)pyridin-2-yl)amino)pyrrolidine-1-carboxylate